C1(CC1)NC(C(C(C[C@H]1C(NCC1)=O)NC([C@H](CC(C)(C)C)NC(C[C@H](CC)C1=CC=CC=C1)=O)=O)=O)=O (2S)-N-(4-(Cyclopropylamino)-3,4-dioxo-1-((S)-2-oxopyrrolidin-3-yl)butan-2-yl)-4,4-dimethyl-2-((S)-3-phenylpentanamido)pentanamid